N-((1R,4r)-4-(2-(((R)-2-(5-Fluoropyridin-3-yl)-2-hydroxyethyl)amino)-2-methylpropyl)cyclohexyl)-N-methylacetamide FC=1C=C(C=NC1)[C@H](CNC(CC1CCC(CC1)N(C(C)=O)C)(C)C)O